FC(C1=NN=C(O1)C=1C=CC(=NC1)CN1C(N(C2=C1C=C(C(=C2)F)F)C2CCN(CC2)C2COC2)=O)F 1-((5-(5-(difluoromethyl)-1,3,4-oxadiazole-2-yl)pyridine-2-yl)methyl)-5,6-difluoro-3-(1-(oxetan-3-yl)piperidine-4-yl)-1,3-dihydro-2H-benzo[d]imidazole-2-one